C(C1=CC=CC=C1)OC1=C(C(=C(C(=C1S(=O)(=O)CC1=CC(=C(C=C1)OC)F)F)F)F)F 1-(benzyloxy)-2,3,4,5-tetrafluoro-6-((3-fluoro-4-methoxybenzyl)sulfonyl)benzene